(2-chloro-6-methoxybenzo[d]thiazol-4-yl)(1-(hydroxymethyl)cyclobutyl)methanol ClC=1SC2=C(N1)C(=CC(=C2)OC)C(O)C2(CCC2)CO